1,4-dimethylnaphthalenesulfonate CC1(CC=C(C2=CC=CC=C12)C)S(=O)(=O)[O-]